ClC=1C=2C(=C3C(=NC2C=C2C1OCO2)C2=CC1=C(C(N2C3)=O)COC([C@]1(O)CC)=O)CCl (S)-15-chloro-14-(chloromethyl)-7-ethyl-7-hydroxy-10,13-dihydro-11H-[1,3]dioxolo[4,5-g]pyrano[3',4':6,7]indolizino[1,2-b]quinoline-8,11(7H)-dione